C(C)(=O)NCC1CCN(CC1)CC1=CC(=NC(=C1)C1=CC(=CC(=C1)Cl)Cl)OC=1C=CC(=NC1)N1CCN(CC1)C(CC(=O)O)C 3-(4-(5-((4-((4-(acetamidomethyl)piperidin-1-yl)methyl)-6-(3,5-dichlorophenyl)pyridin-2-yl)oxy)pyridin-2-yl)piperazin-1-yl)butanoic acid